C(C)(C)(C)OC(N[C@@H]1C[C@@H](CC1)OC1=C(C(=NC=C1)OC)C(C)=O)=O ((1S,3R)-3-((3-acetyl-2-methoxypyridin-4-yl)oxy)cyclopentyl)carbamic acid tert-butyl ester